6-(tetrahydro-2H-pyran-4-yl)indoline O1CCC(CC1)C1=CC=C2CCNC2=C1